CC(C)(C1=NC=C(C=C1)N1N=C(C=C1)[N+](=O)[O-])N1C(C2=CC=CC=C2C1=O)=O 2-[1-methyl-1-[5-(3-nitropyrazol-1-yl)-2-pyridyl]ethyl]isoindoline-1,3-dione